6-(5-((4-methylpiperazin-1-yl)methyl)-1H-pyrrolo[2,3-b]pyridin-3-yl)spiro[indene-1,4'-piperidin]-3(2H)-one CN1CCN(CC1)CC=1C=C2C(=NC1)NC=C2C2=CC=C1C(CC3(CCNCC3)C1=C2)=O